tert-butyl (3S,4S)-3-[[6-[6-(1,1-dioxo-1,2-thiazolidin-2-yl)imidazo[1,2-a]pyrazin-3-yl]-2-pyridyl]amino]-4-fluoro-pyrrolidine-1-carboxylate O=S1(N(CCC1)C=1N=CC=2N(C1)C(=CN2)C2=CC=CC(=N2)N[C@H]2CN(C[C@@H]2F)C(=O)OC(C)(C)C)=O